C1(=CC=CC=C1)N(C(C(=O)N)=O)C1=CC=CC=C1 N,N-diphenyl-ethanediamide